CC1=[C-]CC=C1.CC1=[C-]CC=C1.CC1=[C-]CC=C1.[Y+3] Tris(methylcyclopentadienyl)yttrium(III)